N[C@H]1[C@@H](CN(CC1)N1N=C(C=2C1=NC=NC2C#N)Br)F (3R,4R)-4-amino-3-fluoropiperidin-1-yl-3-bromo-1H-pyrazolo[3,4-d]pyrimidine-4-carbonitrile